NC1=CC=CC(=N1)S(=O)(=O)NC1=NC(=C(C=C1)C(F)(F)F)C1=C(C=CC=C1)C(F)(F)F 6-amino-N-(5-(trifluoromethyl)-6-(2-(trifluoromethyl)phenyl)pyridin-2-yl)pyridine-2-sulfonamide